2-[1-hexen-1-yl]-2,5,5-trimethylcyclopentanone C(=CCCCC)C1(C(C(CC1)(C)C)=O)C